BrC1=C(OCC(=O)O)C=CC(=C1)SCN1N=CN(C1=O)C1=CC=C(C=C1)Br 2-(2-Bromo-4-(((4-(4-bromophenyl)-5-oxo-4,5-dihydro-1H-1,2,4-triazol-1-yl)methyl)thio)phenoxy)acetic acid